C(C)OC(=O)C1=CC2=C(N=C(S2)C2=CC=C(C=C2)C(C)(C)C)N1 2-(4-tert-butylphenyl)-4H-pyrrolo[2,3-d]Thiazole-5-carboxylic acid ethyl ester